FC(C1=C(OC2CCC(CC2)CCN2N=C(C3=C2CCC3)C(=O)N3CCC(CC3)NC(C)=O)C=CC=C1)(F)F N-(1-(1-(2-((1s,4s)-4-(2-(trifluoromethyl)phenoxy)cyclohexyl)ethyl)-1,4,5,6-tetrahydrocyclopenta[c]pyrazole-3-carbonyl)piperidin-4-yl)acetamide